(vinylbenzyl)trimethylammonium tetrafluoroborate F[B-](F)(F)F.C(=C)C(C1=CC=CC=C1)[N+](C)(C)C